(S)-methyl 2-((6-((5-((tert-butyldimethylsilyl) oxy) pent-2-yl) oxy)-1H-pyrrolo[2,3-b]pyridin-5-yl) oxy)-4-fluorobenzoate [Si](C)(C)(C(C)(C)C)OCCC[C@H](C)OC1=C(C=C2C(=N1)NC=C2)OC2=C(C(=O)OC)C=CC(=C2)F